(E)-3-(4-(di-n-butylamino)-3-nitrophenyl)-2-butenoic acid tert-butyl ester C(C)(C)(C)OC(\C=C(/C)\C1=CC(=C(C=C1)N(CCCC)CCCC)[N+](=O)[O-])=O